3-(((2-bromo-6-chloropyridin-4-yl)methyl)carbamoyl)-2-azabicyclo[2.1.1]hexane-2-carboxylic acid tert-butyl ester C(C)(C)(C)OC(=O)N1C2CC(C1C(NCC1=CC(=NC(=C1)Cl)Br)=O)C2